5-((((1R,4S)-bicyclo[2.2.1]heptan-2-yl)oxy)methyl)-2-(2,4-dioxotetrahydropyrimidin-1(2H)-yl)isoindoline-1,3-dione [C@@H]12C(C[C@@H](CC1)C2)OCC=2C=C1C(N(C(C1=CC2)=O)N2C(NC(CC2)=O)=O)=O